C=CCC#CC#CCCC (8Z)-decaene-4,6-diyne